N-(3-Cyano-4-fluoro-1H-indol-7-yl)-1-(3-hydroxy-3-methyl-butyl)pyrazol-4-sulfonamid C(#N)C1=CNC2=C(C=CC(=C12)F)NS(=O)(=O)C=1C=NN(C1)CCC(C)(C)O